N-(3-fluoro-4-iodopyridin-2-yl)acetamide FC=1C(=NC=CC1I)NC(C)=O